NC[C@H]([C@@H](O)[C@H]1[C@@H]([C@H](C[C@@](O1)(C(=O)O)OCCCCCCOCC#C)O)NC(CO)=O)O (2R,4S,5R,6R)-6-((1R,2R)-3-amino-1,2-dihydroxypropyl)-4-hydroxy-5-(2-hydroxyacetamido)-2-((6-(prop-2-yn-1-yloxy)hexyl)oxy)tetrahydro-2H-pyran-2-carboxylic acid